4-bromo-6-chloro-2,7-naphthyridin-1(2H)-one BrC1=CNC(C2=CN=C(C=C12)Cl)=O